(7-(4-(4-(benzo[b]thiophen-4-yl)piperazin-1-yl)butoxy)quinolin-2-yloxy)methyl octanoate C(CCCCCCC)(=O)OCOC1=NC2=CC(=CC=C2C=C1)OCCCCN1CCN(CC1)C1=CC=CC=2SC=CC21